3-METHOXYPYRIDINE-4-BORONIC ACID HYDRATE O.COC=1C=NC=CC1B(O)O